1-(7-methoxy-2-(trifluoromethyl)quinolin-5-yl)cyclopropan-1-amine COC1=CC(=C2C=CC(=NC2=C1)C(F)(F)F)C1(CC1)N